C(C)(C)(C)C1=NN(C(=C1C(=O)NOC1CCC2=CC(=CC=C12)OC)OC1=CC(=CC=C1)Cl)C 3-(tert-butyl)-5-(3-chlorophenoxy)-N-[(5-methoxy-2,3-dihydro-1H-inden-1-yl)oxy]-1-methyl-1H-pyrazole-4-carboxamide